methyl-N-(3-phenylimidazo[1,2-a]pyridin-6-yl)methanesulfonamide CCS(=O)(=O)NC=1C=CC=2N(C1)C(=CN2)C2=CC=CC=C2